ClC=1C=2C(N=C3N(C2C=CC1)C1=CC(=CC=C1C3(C)C)N3CC(N(CC3)CC=3N=CC(=NC3)N3CCC(CC3)C3=CC(=C(C(=C3)F)C3C(NC(CC3)=O)=O)F)=O)=O 3-(4-(1-(5-((4-(4-chloro-7,7-dimethyl-5-oxo-5,7-dihydroindolo[1,2-a]quinazolin-10-yl)-2-oxopiperazin-1-yl)methyl)pyrazin-2-yl)piperidin-4-yl)-2,6-difluorophenyl)piperidine-2,6-dione